FC1=CC2=C(N(C(N=C2N2[C@H](COCC2)C)=O)C=2C(=NC=CC2C)C(C)C)N=C1C1=C(C=CC=C1O)F 6-fluoro-7-(2-fluoro-6-hydroxyphenyl)-1-(2-isopropyl-4-methylpyridin-3-yl)-4-((S)-3-Methylmorpholino)pyrido[2,3-d]pyrimidin-2(1H)-one